C[C@@H]1CCCC(N(C1)[C@@H](C(=O)OC)CC1=CC=CC=C1)=O methyl (2R)-2-[(6R)-6-methyl-2-oxoazepanyl]-3-phenylpropanoate